C(C)C(CO)(CCCO)CC 2,2-diethyl-1,5-pentanediol